(2S,4R)-1-(3-ethoxybenzoyl)-4-hydroxy-N-((1-methyl-1H-pyrazol-4-yl)methyl)pyrrolidine-2-carboxamide C(C)OC=1C=C(C(=O)N2[C@@H](C[C@H](C2)O)C(=O)NCC=2C=NN(C2)C)C=CC1